ClC1=C(C=C(OCC(=O)NC23CC(C2)(C3)NC(COC=3C=NC(=C(C3)C)Cl)=O)C=C1)F 2-(4-chloro-3-fluorophenoxy)-N-(3-{2-[(6-chloro-5-methylpyridin-3-yl)oxy]acetamido}bicyclo[1.1.1]pentan-1-yl)acetamide